(2R,3S)-3-((tert-butoxycarbonyl)amino)-2-((4-(4-iodophenyl)butanoyl)oxy)-3-phenylpropionic acid chloride C(C)(C)(C)OC(=O)N[C@H]([C@H](C(=O)Cl)OC(CCCC1=CC=C(C=C1)I)=O)C1=CC=CC=C1